N1C=C(C2=CC=CC=C12)C1=C(N=C(O1)C1=C(C=CC=C1)C)C(=O)O 5-(1H-indol-3-yl)-2-(o-tolyl)oxazole-4-carboxylic acid